FC1=C(C=CC=C1)C1(CC1)NC(=O)C1=CC=2C(=NC(=CC2)C=2C=NNC2)N1C N-[1-(2-fluorophenyl)cyclopropyl]-1-methyl-6-(1H-pyrazol-4-yl)pyrrolo[2,3-b]pyridine-2-carboxamide